N8-BENZYL-3-CYCLOPROPYL-N6-(PIPERIDIN-4-YL)IMIDAZO[1,2-A]PYRAZINE-6,8-DIAMINE HYDROCHLORIDE Cl.C(C1=CC=CC=C1)NC=1C=2N(C=C(N1)NC1CCNCC1)C(=CN2)C2CC2